2'-fluoroguanosine triphosphate P(O)(=O)(OP(=O)(O)OP(=O)(O)O)OC[C@@H]1[C@H]([C@]([C@@H](O1)N1C=NC=2C(=O)NC(N)=NC12)(O)F)O